(R)-5-(3-((1-(2-hydroxyethyl)piperidin-3-yl)amino)-5-methyl-1,2,4-triazin-6-yl)benzothiophene-4-ol OCCN1C[C@@H](CCC1)NC=1N=NC(=C(N1)C)C1=CC=C2C(C=CS2)=C1O